C(C)OC([C@@H](C)OC1=CC=C(C=C1)O)=O (R)-(+)-2-(4-hydroxyphenoxy)propionic acid ethyl ester